C1(CC1)C1=NN=C(C2=CC(=CC=C12)C1=NN(C=C1)C)NC(C)C=1N=NC(=CC1)C 4-cyclopropyl-7-(1-methyl-1H-pyrazol-3-yl)-N-(1-(6-methyl-pyridazin-3-yl)ethyl)phthalazin-1-amine